N1(N=NN=C1)C[C@@H]1C[C@H](NC1)COC1(N2C(N(C(CC1)C2)OS(=O)(=O)O)=O)C(=O)N [(2S,4R)-4-(1H-Tetrazol-1-ylmethyl)-pyrrolidin-2-yl]methyloxyl-7-oxo-6-(sulfooxy)-1,6-diazabicyclo[3.2.1]octan-2-carboxamid